6-chloro-1-(3,4-difluorophenyl)-3-iodo-4-(methoxymethoxy)-2-tetrahydropyran-4-yl-indole ClC1=CC(=C2C(=C(N(C2=C1)C1=CC(=C(C=C1)F)F)C1CCOCC1)I)OCOC